(S)-2,7-dimethyl-3-(1-methyl-5-(trifluoromethyl)-1H-pyrazol-3-yl)-4,5,6,7-tetrahydro-2H-pyrazolo[3,4-c]Pyridine CN1N=C2[C@@H](NCCC2=C1C1=NN(C(=C1)C(F)(F)F)C)C